6-(3,3-difluorocyclobutyl)-2-(methylthio)-6,7-dihydro-5H-pyrrolo[3,4-d]pyrimidin-5-one FC1(CC(C1)N1CC=2N=C(N=CC2C1=O)SC)F